13-Hydroxy-heptadecanoic acid OC(CCCCCCCCCCCC(=O)O)CCCC